FC1C(C2=CC=CC(C2C1C1=C(C=CC=C1)C=1C=C2C=NC(=NC2=CC1)NC1CCN(CC1)C)(S(=O)(=O)N)F)O 2,4-difluoro-3-(2-[(1-methylpiperidin-4-yl)amino]quinazolin-6-ylphenyl)-1-hydroxy-2,3-dihydro-1H-indene-4-sulfonamide